ClC1=C(CNC(=O)[C@]2(C=3C=CC=NC3C(CC2)=C)F)C=CC=C1C(F)(F)F (S)-N-(2-chloro-3-(trifluoromethyl)benzyl)-5-fluoro-8-methylene-5,6,7,8-tetrahydroquinoline-5-carboxamide